3-Chloro-5-[1-methyl-1-[4-[(2-methylsulfanylpyrimidin-4-yl)methoxy]phenyl]ethyl]-2-[2-(4-piperidyl)ethoxy]benzonitrile ClC=1C(=C(C#N)C=C(C1)C(C)(C1=CC=C(C=C1)OCC1=NC(=NC=C1)SC)C)OCCC1CCNCC1